FC1=CC=C(C=C1)C1=NC(=NC=C1)N1CC(C1)C(=O)NC1(CCN2CCC1CC2)C 1-(4-(4-fluorophenyl)pyrimidin-2-yl)-N-(4-methyl-1-azabicyclo[3.2.2]non-4-yl)azetidine-3-carboxamide